1-(6,7-Difluoro-[1,2,4]triazolo[4,3-a]quinazolin-5-yl)-6-(4,4,4-trifluoro-3,3-dimethyl-but-1-ynyl)-3,5-dihydro-2H-4,1-benzoxazepine FC1=C2C(=NC=3N(C2=CC=C1F)C=NN3)N3CCOCC1=C3C=CC=C1C#CC(C(F)(F)F)(C)C